ClC1=CC(=C(C=C1)C1C(C(C(O1)=O)=C)C1CC1)C=1C=NN(C1)C 5-(4-chloro-2-(1-methyl-1H-pyrazol-4-yl)phenyl)-4-cyclopropyl-3-methylenedihydrofuran-2(3H)-one